N-(7-bromo-4-chloroquinolin-2-yl)benzamide BrC1=CC=C2C(=CC(=NC2=C1)NC(C1=CC=CC=C1)=O)Cl